1-(4-bromo-phenoxy)-3-morpholin-4-yl-propan-2-ol BrC1=CC=C(OCC(CN2CCOCC2)O)C=C1